CNC(=O)C1=CC=C(C=C1)C=1SC=C(N1)NC(OC(C)(C)C)=O tert-butyl N-[2-[4-(methylcarbamoyl)phenyl]thiazol-4-yl]carbamate